norbornanone C12C(CC(CC1)C2)=O